tert-butyl 4-(3-methylisoxazol-5-yl)piperidine-1-carboxylate CC1=NOC(=C1)C1CCN(CC1)C(=O)OC(C)(C)C